4-bromo-6-methyl-2,3-dihydroinden-1-one BrC1=C2CCC(C2=CC(=C1)C)=O